(3r,5r,7r)-4-azido-6,6,6-trifluorohexyladamantane-1-carboxylate N(=[N+]=[N-])C(CCCOC(=O)C12CC3CC(CC(C1)C3)C2)CC(F)(F)F